IC1=C2C=C(N=CC2=CC=C1)N1C=C2C=CC=CC2=C1 5-iodo-3-(2H-isoindol-2-yl)isoquinoline